1-methyl-3,3-bis(4-cyanooxyphenyl)indolin-2-one CN1C(C(C2=CC=CC=C12)(C1=CC=C(C=C1)OC#N)C1=CC=C(C=C1)OC#N)=O